N-[1-(6-(cyclopropylethynyl)-3-oxo-hexahydro-furo[3,2-b]pyrrol-4-yl)-1-cyclohexyl-2-oxo-ethyl]-4-[5-methyl-2-(4-methyl-piperazin-1-yl)-thiazol-4-yl]-benzamide C1(CC1)C#CC1C2C(N(C1)C(C=O)(C1CCCCC1)NC(C1=CC=C(C=C1)C=1N=C(SC1C)N1CCN(CC1)C)=O)C(CO2)=O